OC1=CC=C2C[C@@H](NCC2=C1)C(=O)NCCC1=CC=CC=C1 (3R)-7-hydroxy-N-(2-phenylethyl)-1,2,3,4-tetrahydroisoquinoline-3-carboxamide